N-((1r,3R)-3-(hydroxymethyl)cyclobutyl)-2-((1r,4R)-4-(piperazin-1-yl)cyclohexyl)-5-(6-(trifluoromethyl)picolinamido)-2H-indazole-6-carboxamide hydrochloride Cl.OCC1CC(C1)NC(=O)C=1C(=CC2=CN(N=C2C1)C1CCC(CC1)N1CCNCC1)NC(C1=NC(=CC=C1)C(F)(F)F)=O